C(#N)C(C)N1N=CC(=C1)C1=CN2C(S1)=C(C=N2)C(=O)NC=2C(=NC=C(C2)NC(CN(C2CCOCC2)C)=O)C 2-(1-(1-cyanoethyl)-1H-pyrazol-4-yl)-N-(2-methyl-5-(2-(methyl(tetrahydro-2H-pyran-4-yl)amino)acetamido)pyridin-3-yl)pyrazolo[5,1-b]thiazole-7-carboxamide